C1(CC1)CN1CC2=C(N=C(N(C2=O)CC=2C=NC(=CC2)C(F)(F)F)C)CC1 6-(cyclopropylmethyl)-2-methyl-3-((6-(trifluoromethyl)pyridin-3-yl)methyl)-5,6,7,8-tetrahydropyrido[4,3-d]pyrimidin-4(3h)-one